tolylsulfonium trifluoromethanesulfonate FC(S(=O)(=O)[O-])(F)F.C1(=C(C=CC=C1)[SH2+])C